11-hydroxy-5,11-dihydro-10H-dibenzo[b,f]azepin-10-one OC1C2=C(NC3=C(C1=O)C=CC=C3)C=CC=C2